N-(4-(chlorodifluoromethoxy)Phenyl)-6-(3-hydroxypyrrolidin-1-yl)nicotinamide ClC(OC1=CC=C(C=C1)NC(C1=CN=C(C=C1)N1CC(CC1)O)=O)(F)F